[P-3].[P-3].[Ni+2].[Ni+2].[Ni+2] dinickel phosphide